6-(4-fluorophenyl)-1-(3-pyridylmethyl)-3H-imidazo[4,5-b]pyridin-2-one FC1=CC=C(C=C1)C=1C=C2C(=NC1)NC(N2CC=2C=NC=CC2)=O